2,2-dimethyl-3-oxopropylacetate CC(CCC(=O)[O-])(C=O)C